2,2-difluoroethyl (3R,4S)-3-(5-{4-amino-5-[(4,4-difluoropiperidin-1-yl)methyl]pyrrolo[2,1-f][1,2,4]triazin-7-yl}-2-methoxypyridine-3-amido)-4-fluoropyrrolidine-1-carboxylate NC1=NC=NN2C1=C(C=C2C=2C=C(C(=NC2)OC)C(=O)N[C@@H]2CN(C[C@@H]2F)C(=O)OCC(F)F)CN2CCC(CC2)(F)F